C(C)(=O)C1=C(C(N(C1C1=CC=C(C=C1)Br)CCC1=CC=C(C=C1)C1=CC=CC=C1)=O)O 4-acetyl-1-(2-biphenyl-4-yl-ethyl)-5-(4-bromo-phenyl)-3-hydroxy-1,5-dihydro-pyrrol-2-one